C(C)(C)C1=C(NC2=CC=C(C=C12)C(=O)OC)C1=CC(=NC=C1)C methyl 3-isopropyl-2-(2-methylpyridin-4-yl)-1H-indole-5-carboxylate